[Ir].N1=CC=CC2=CC=C3C(=C12)C=CC=C3.N3=CC=CC1=CC=C2C(=C31)C=CC=C2.N2=CC=CC3=CC=C1C(=C23)C=CC=C1 trisbenzoquinoline iridium